2-(5-(methoxy-d3)-1H-indol-3-yl)-N,N-dimethylethan-1-amine-1,1-d2 C(OC=1C=C2C(=CNC2=CC1)CC(N(C)C)([2H])[2H])([2H])([2H])[2H]